FC(CC=1C=CN2C1C1=CC(=CC=C1CC2)C(=O)N)(F)F (2,2,2-trifluoroethyl)-5,6-dihydropyrrolo[2,1-a]isoquinoline-9-carboxamide